isopropyl(2-hydroxyethyl)carbamodithioic acid C(C)(C)N(C(=S)S)CCO